methyl 2-(4-cyano-2-methoxy-phenoxy)-5-tetrahydropyran-4-yl-pyridine-3-carboxylate C(#N)C1=CC(=C(OC2=NC=C(C=C2C(=O)OC)C2CCOCC2)C=C1)OC